(2S,3S)-3-(9,9-dimethyl-9H-fluoren-3-yl)-3-methyl-5-oxo-2-(m-tolyl)tetrahydrofuran-2-carbonitrile CC1(C2=CC=CC=C2C=2C=C(C=CC12)[C@]1([C@](OC(C1)=O)(C#N)C=1C=C(C=CC1)C)C)C